FC(C[C@@H](C(=O)NC1=NC=CC(=C1)C1=C(C=2C(=NC(=CN2)OC)N1)C1=NC=CC=C1)C1=CC=C(C=C1)F)F (2R)-4,4-Difluoro-2-(4-fluorophenyl)-N-{4-[3-methoxy-7-(pyridin-2-yl)-5H-pyrrolo[2,3-b]pyrazin-6-yl]pyridin-2-yl}butanamid